bromomethoxymethane BrCOC